FC(C=1C=C(C=C(C1)C(F)(F)F)B(OC(C)C)C1=C(C=CC(=C1)C(F)(F)F)C(F)(F)F)(F)F (3,5-bis(trifluoromethyl)phenyl)(2,5-bis(trifluoromethyl)phenyl)isopropoxyborane